(2S,5S)-2-((2-methoxyethoxy)methyl)-5-methyl-1-(1-(4-(trifluoromethoxy)phenyl)ethyl)piperazine COCCOC[C@H]1N(C[C@@H](NC1)C)C(C)C1=CC=C(C=C1)OC(F)(F)F